C1(CC1)NC(C1=C(C=CC(=C1)F)SC1=CC=C2C(=NNC2=C1)\C=C\C1=NC=C(C=C1)CN(CC)CC)=O N-cyclopropyl-2-({3-[(E)-2-{5-[(diethylamino)methyl]pyridin-2-yl}vinyl]-1H-indazol-6-yl}thio)-5-fluorobenzamide